NC1=C(OC2=C1C=CC=C2)C#N 3-amino-1-benzofuran-2-carbonitrile